FC1=CC=C(C=C1)[C@H]1[C@@H](CN(C1)CCOC)NC(=O)NC1=C(C(=NN1C1=CC=CC=C1)C1=CC=CC=C1)C 1-((3S,4R)-4-(4-fluorophenyl)-1-(2-methoxyethyl)pyrrolidin-3-yl)-3-(4-methyl-1,3-diphenyl-1H-pyrazol-5-yl)urea